FC1=CC(=C(C=C1B1OC(C(O1)(C)C)(C)C)NC(=O)C=1C=NN2C1C=CC(=C2)OC)C N-[4-fluoro-2-methyl-5-(4,4,5,5-tetramethyl-1,3,2-dioxaborolan-2-yl)phenyl]-6-methoxypyrazolo[1,5-a]pyridine-3-carboxamide